S(=O)(=O)([O-])[O-].[Fe+3].[NH4+].S(=O)(=O)([O-])[O-] ammonium iron (iii) sulfate